3,5-Dicarboxyphenyldiethylphosphin oxid C(=O)(O)C=1C=C(C=C(C1)C(=O)O)P(CC)(CC)=O